5-((2S,6R)-2,6-dimethylmorpholino)pyrazolo[1,5-a]pyrimidine-3-carboxylic acid C[C@@H]1O[C@@H](CN(C1)C1=NC=2N(C=C1)N=CC2C(=O)O)C